NC1=NNC2=CC=C(C=C12)C1=CC(=NC=C1)NC(CC1=C(C=CC=C1)C(F)(F)F)=O N-(4-(3-amino-1H-indazol-5-yl)pyridin-2-yl)-2-(2-(trifluoromethyl)phenyl)acetamide